FC([C@H](C)N1N=NC(=C1)C(=O)NCC=1SC(=NN1)C1=CC=CC=C1)F (S)-1-(1,1-difluoropropan-2-yl)-N-((5-phenyl-1,3,4-thiadiazol-2-yl)methyl)-1H-1,2,3-triazole-4-carboxamide